5-Methyl-N-(3-(2-oxopropyl)-1,2,4-thiadiazol-5-yl)-4-(3-(trifluoromethoxy)phenyl)furan-2-carboxamide CC1=C(C=C(O1)C(=O)NC1=NC(=NS1)CC(C)=O)C1=CC(=CC=C1)OC(F)(F)F